(S)-4-((2-methoxyethyl)(4-(5,6,7,8-tetrahydro-1,8-naphthyridin-2-yl)butyl)amino)-2-(((neopentyloxy)carbonyl)amino)butanoic acid COCCN(CC[C@@H](C(=O)O)NC(=O)OCC(C)(C)C)CCCCC1=NC=2NCCCC2C=C1